N-[4-chloro-3-(3-methyl-2-butenyloxy)phenyl]-2-methyl-3-furancarboxamide ClC1=C(C=C(C=C1)NC(=O)C1=C(OC=C1)C)OCC=C(C)C